C(C)(=O)C1=CC=C(OC2=C(C=C(C=C2)S(=O)(=O)NC)C=2N=C3N(C2)CCC3)C=C1 4-(4-acetylphenoxy)-3-(6,7-dihydro-5H-pyrrolo[1,2-a]imidazol-2-yl)-N-methylbenzene-1-sulfonamide